NC1CN(CC1)CCOC1=CC=C(C=C1)C1=CCN(CN1C1=CC(=CC=C1)F)C 6-(4-(2-(3-aminopyrrolidin-1-yl)ethoxy)phenyl)-1-(3-fluorophenyl)-3-methylpyrimidin